C(#N)CCOCC(COCCC#N)OCCC#N 1,2,3-tris(2-cyanoethoxy)propane